BrC1=CC=C(C=C1)C1=C(C=CC(=C1)C)S(=O)(=O)NC(F)(F)F (4-bromophenyl)-4-methyl-N-(trifluoromethyl)benzenesulfonamide